C1(=CC=CC=C1)N1C(OC(=N1)C1=CC=CC=C1)(C(F)(F)F)C1=C(C=CC(=C1)OC)NS(=O)(=O)C1=CC=C(C=C1)C N-(2-(3,5-diphenyl-2-(trifluoromethyl)-2,3-dihydro-1,3,4-oxadiazol-2-yl)-4-methoxyphenyl)-4-methylbenzenesulfonamide